2-(4-benzyloxy-3,5-dimethylphenyl)-7-(2-dimethylamino-ethoxy)-3H-quinazolin-4-one C(C1=CC=CC=C1)OC1=C(C=C(C=C1C)C1=NC2=CC(=CC=C2C(N1)=O)OCCN(C)C)C